C(C)(C)(C)N(C(O)=O)[C@@H]1CN([C@@H](C1)CO)C1=C(C=CC(=C1)CC#N)[N+](=O)[O-].C1(=CC=CC=C1)C1=C(C(=NN=N1)C1=CC=CC=2SC3=C(C21)C=CC=C3)C3=CC=CC=C3 (diphenyltriazinyl)dibenzothiophene tert-Butyl-((3S,5S)-1-(5-(cyanomethyl)-2-nitrophenyl)-5-(hydroxymethyl)pyrrolidin-3-yl)carbamate